6-[1-[tert-butyl(dimethyl)silyl]oxy-2-methoxy-ethyl]pyridin-3-amine [Si](C)(C)(C(C)(C)C)OC(COC)C1=CC=C(C=N1)N